CNC(C1=C(C=CC=C1)SC1=CC=C2C(=NN(C2=C1)CO)\C=C\C1=NC=CC=C1)=O N-methyl-2-((3-((E)-2-(2-pyridinyl)vinyl)-1-hydroxymethyl-1H-indazol-6-yl)thio)benzamide